COC(=O)C=1N=C(SC1CC(C)C)Br 2-bromo-5-isobutylthiazole-4-carboxylic acid methyl ester